CC1(CC=C(CC1)C1=NN2C(N(C3=C(C2=O)CN(C3=O)C(C)C)CC(=O)NC3=NC=C(C=C3)F)=C1)C 2-(2-(4,4-Dimethylcyclohex-1-en-1-yl)-6-isopropyl-5,8-dioxo-5,6,7,8-tetrahydro-4H-pyrazolo[1,5-a]pyrrolo[3,4-d]pyrimidin-4-yl)-N-(5-fluoropyridin-2-yl)acetamide